N-(4,7,10,12,16,19-docosahexaenoyl)phenylalanine C(CCC=CCC=CCC=CC=CCCC=CCC=CCC)(=O)N[C@@H](CC1=CC=CC=C1)C(=O)O